5-(4-(hexyloxy)-1,2,5-thiadiazol-3-yl)-1-methyl-1-(1-(tridecanoyloxy)ethyl)-1,2,3,6-tetrahydropyridin-1-ium iodide [I-].C(CCCCC)OC=1C(=NSN1)C1=CCC[N+](C1)(C(C)OC(CCCCCCCCCCCC)=O)C